C(C=C)(=O)OCCOC1=CC=C(C=C1)C1=CC=CC=2C3=CC=CC=C3CC12 4-(2-acryloyloxyethoxy)phenylfluorene